P(=O)(O)(O)O[C@H]1[C@H]([C@@](O[C@@H]1CO)(N1C=NC=2C(=O)NC(N)=NC12)C)O.NC1=NC2=C(N1C1CCN(CC1)C(CC=1C=C3C=CC=NC3=CC1)=O)C(=CC=C2)C(F)(F)F 1-(4-(2-amino-7-(trifluoromethyl)-1H-benzo[d]imidazol-1-yl)piperidin-1-yl)-2-(quinolin-6-yl)ethan-1-one methylguanosine-3'-phosphate